The molecule is an antibiotic produced by Penicillium frequentans Westling. It has a role as a Penicillium metabolite. It is a carbocyclic antibiotic and a hydroxycyclohexanone. CCC/C=C/C=C/C1C[C@H]([C@H](C(=O)[C@H]1C=O)O)O